COC(=O)[C@@H]1N(CCC1)C1=NC(=CC=C1)CN1N=NC(=C1)C1=NC(=NC(=C1)C1=CC(=CC=C1)C#N)N[C@H]1COCC1 (R)-1-{6-[(4-{2-[(R)-tetrahydrofuran-3-ylamino]-6-(m-cyanophenyl)-4-pyrimidinyl}-1H-1,2,3-triazol-1-yl)methyl]-2-pyridinyl}-2-pyrrolidinecarboxylic acid methyl ester